C(C=C)C(C(C)O)S(=O)(=O)[O-].[Na+] sodium 1-allyl-2-hydroxypropyl-sulfonate